P(=O)([O-])([O-])[O-].[K+].CC1(OBOC1(C)C)C.[K+].[K+] (4,4,5,5-tetramethyl-1,3,2-dioxaborolane) Potassium phosphate